ONC(=N)C=1C=C2C(N(CC2=CC1)CCNC1=NC=CC2=CC=C(C=C12)C1=NOC(=N1)C)=O N-Hydroxy-2-[2-[[7-(5-methyl-1,2,4-oxadiazol-3-yl)-1-isoquinolyl]amino]ethyl]-3-oxo-isoindoline-5-carboxamidine